CN1N=C(C(=C1C)B1OC(C(O1)(C)C)(C)C)C(F)(F)F 1,5-dimethyl-4-(4,4,5,5-tetramethyl-1,3,2-dioxaborolan-2-yl)-3-(trifluoromethyl)-1H-pyrazole